O1CCN(CC1)CCCOC=1N=C(C2=C(N1)CNCC2)N2CCN(CC2)C(=O)OCC2=CC=CC=C2 benzyl 4-[2-(3-morpholinopropoxy)-5,6,7,8-tetrahydropyrido[3,4-d]pyrimidin-4-yl]piperazine-1-carboxylate